(e)-4-methyl-3-(2,4,7-trimethyl-1-oxoocta-2,6-dien-4-yl)benzonitrile CC1=C(C=C(C#N)C=C1)C(/C=C(/C=O)\C)(CC=C(C)C)C